BrC1=CC=C(C=C1)C(C=C)(O)C1=CC=CC=C1 1-(4-bromophenyl)-1-phenyl-2-propenol